C(C)(C)(C)[C@H]1OC=2C(=NC(=C(C2)OCCCOC)C2CC2)C=2N(C(C(=CC21)C(=O)O)=O)C2CC2 |r| (RS)-6-(tert-butyl)-2,10-dicyclopropyl-3-(3-methoxypropoxy)-9-oxo-9,10-dihydro-6H-pyrano[3,2-b:4,5-b']dipyridine-8-carboxylic acid